γ-glutamylglutamine N[C@@H](CCC(=O)N[C@@H](CCC(N)=O)C(=O)O)C(=O)O